2-fluoro-4-(4-methoxybenzyl)-3,4-dihydronaphthalene-1(2H)-one FC1C(C2=CC=CC=C2C(C1)CC1=CC=C(C=C1)OC)=O